CC(CC)(CC(C)C)C 3,3,5-trimethylhexane